2-((S)-4-(7-(8-ethylnaphthalen-1-yl)-8-fluoro-2-(((S)-1-methylpyrrolidin-2-yl)methoxy)pyrido[4,3-d]pyrimidin-4-yl)-1-((Z)-2-fluoro-3-(thiazol-2-yl)acryloyl)piperazin-2-yl)acetonitrile C(C)C=1C=CC=C2C=CC=C(C12)C1=C(C=2N=C(N=C(C2C=N1)N1C[C@@H](N(CC1)C(/C(=C/C=1SC=CN1)/F)=O)CC#N)OC[C@H]1N(CCC1)C)F